hexakis(allylamino)cyclotriphosphazene C(C=C)NP1(=NP(=NP(=N1)(NCC=C)NCC=C)(NCC=C)NCC=C)NCC=C